(R)-4-((2-(2-(Benzyloxy)-4,6-dihydroxybenzoyl)isoindolin-4-yl)amino)-1-methylpyrrolidin-2-one C(C1=CC=CC=C1)OC1=C(C(=O)N2CC3=CC=CC(=C3C2)N[C@@H]2CC(N(C2)C)=O)C(=CC(=C1)O)O